2-acryloyloxyethyl phosphate diacrylate C(C=C)(=O)O.C(C=C)(=O)O.P(=O)(OCCOC(C=C)=O)(O)O